(3-(2-aminoquinolin-6-yl)-2,4-difluorophenyl)-5-chloro-2-methoxypyridine-3-sulfonamide NC1=NC2=CC=C(C=C2C=C1)C=1C(=C(C=CC1F)C1=C(C(=NC=C1Cl)OC)S(=O)(=O)N)F